C/C(/C(=O)N)=C\C=1SC=C(C1)C=1C=NC(=C(C1)F)C#N (E)-2-methyl-3-(4-(5-fluoro-6-cyanopyridin-3-yl)thiophen-2-yl)acrylamide